ethyl-acridinium C(C)C1=CC=CC2=[NH+]C3=CC=CC=C3C=C12